NC1CCC(CC1)NC1=NC(=NC=C1C(F)(F)F)NC=1N(C(C2=CC=CC=C2C1)=O)C(F)F ((4-(((1s,4s)-4-aminocyclohexyl)amino)-5-trifluoromethylpyrimidin-2-yl)amino)-2-difluoromethylisoquinolin-1(2H)-one